2-[(1E)-N-ethoxypropanimidoyl]-3-hydroxy-5-mesityl-2-cyclohexen-1-one C(C)O/N=C(\CC)/C=1C(CC(CC1O)C1=C(C=C(C=C1C)C)C)=O